C(C)(C)(C)OC(N(C)C=1C=C(C=C2C3=C(NC12)N=CC(=C3Cl)Cl)F)=O N-(3,4-dichloro-6-fluoro-9H-pyrido[2,3-b]indol-8-yl)-N-methyl-carbamic acid tert-butyl ester